C(C)(C)(C)OC(=O)N[C@@H](CC(=O)OCC1=CC=CC=C1)CCO benzyl (R)-3-((tert-butoxycarbonyl)amino)-5-hydroxypentanoate